(±)-N-(2-(4,4-difluorocycloheptyl)-4-(2-fluorophenyl)pyridin-3-yl)-2-isopropylpyrimidine-5-carboxamide FC1(CC[C@@H](CCC1)C1=NC=CC(=C1NC(=O)C=1C=NC(=NC1)C(C)C)C1=C(C=CC=C1)F)F |r|